N[C@H]1C2N(CC1CC2)C(=O)C=2C=C(C=1N(C2)N=C(C1C)C1=CC=2C(=NC(=CC2)C2=CC(=C(C(=O)N)C=C2)C)N1CC1CC1)OC 4-(2-{6-[(7R)-7-amino-2-azabicyclo[2.2.1]heptane-2-carbonyl]-4-methoxy-3-methylpyrazolo[1,5-a]pyridin-2-yl}-1-(cyclopropylmethyl)-1H-pyrrolo[2,3-b]pyridin-6-yl)-2-methylbenzamide